CN1N=CC(=C1)N(S(=O)(=O)NC(=O)NC1=C(SC(=C1)C)C(C)C)C1CCN(CC1)C 1-[(1-Methyl-1H-pyrazol-4-yl)(1-methylpiperidin-4-yl)sulfamoyl]-3-[5-methyl-2-(propan-2-yl)thiophen-3-yl]urea